(S)-4-((1-(8-((1H-1,2,4-triazol-3-yl)sulfonyl)-4-chloro-1-oxo-2-phenyl-1,2-dihydroisoquinolin-3-yl)ethyl)amino)pyrido[2,3-d]pyrimidin-5(8H)-one N1N=C(N=C1)S(=O)(=O)C=1C=CC=C2C(=C(N(C(C12)=O)C1=CC=CC=C1)[C@H](C)NC=1C2=C(N=CN1)NC=CC2=O)Cl